CS(=O)(=O)OCC12CC(C1)C2 bicyclo[1.1.1]pentanylmethyl methanesulfonate